FC(CC1CNCCO1)(F)F 2-(2,2,2-trifluoroethyl)morpholine